C(=O)(O)C1=CCC=CC1=O 3-carboxy-4-oxocyclohexa-2,5-dien